O1C(CCCC1)N1N=NN=C1C1=C(C=CC=C1)N 2-(1-(tetrahydro-2H-pyran-2-yl)-1H-tetrazol-5-yl)phenylamine